5-acetyl-4-(benzo[b]thiophen-3-yl)-2-(1-(tert-butoxycarbonyl)azetidin-3-yl)-6-methyl-1,4-dihydropyridine-3-carboxylic acid methyl ester COC(=O)C1=C(NC(=C(C1C=1C2=C(SC1)C=CC=C2)C(C)=O)C)C2CN(C2)C(=O)OC(C)(C)C